FC1=C(N=C(C2=C1N=C(N=C2)S(=O)C)NCCC=2C=C(C=CC2)S(=O)(=O)O)C2=CC=CC1=CC=C(C(=C21)C#C[Si](C(C)C)(C(C)C)C(C)C)F 3-(2-((8-fluoro-7-(7-fluoro-8-((triisopropylsilyl)ethynyl)naphthalen-1-yl)-2-(methylsulfinyl)pyrido[4,3-d]pyrimidin-5-yl)amino)ethyl)benzenesulfonic acid